(R)-1-(5-(3H-imidazo[4,5-c][2,6]naphthyridin-7-yl)-4-methylpyridin-2-yl)propan-1-ol N1=CNC=2N=CC=3C=C(N=CC3C21)C=2C(=CC(=NC2)[C@@H](CC)O)C